ClCCN(CCCl)C1=CC=C(C=C1)C1=NC(=NC(=N1)C(Cl)(Cl)Cl)C(Cl)(Cl)Cl 4-[p-N,N-bis(chloroethyl)aminophenyl]-2,6-bis(trichloromethyl)-s-triazine